(R)-N-(1-(2-fluoroethyl)pyrrolidin-3-yl)benzene-1,4-diamine FCCN1C[C@@H](CC1)NC1=CC=C(C=C1)N